N-(4-(4-(3-(3-(tert-butyl)isoxazol-5-yl)ureido)-3-(methylthio)phenoxy)pyridin-2-yl)methanesulfonamide C(C)(C)(C)C1=NOC(=C1)NC(NC1=C(C=C(OC2=CC(=NC=C2)NS(=O)(=O)C)C=C1)SC)=O